6-(5-(trifluoromethyl)pyridin-3-yl)-1H-pyrazolo[3,4-d]pyrimidin-4(5H)-one FC(C=1C=C(C=NC1)C=1NC(C2=C(N1)NN=C2)=O)(F)F